(7-chloro-2-(methylthio)-3,4-dihydropyrido[2,3-d]pyrimidin-6-yl)methanol ClC=1C(=CC2=C(N=C(NC2)SC)N1)CO